S(=O)(=O)(O)O.C(C)(C)C1=CN=C2N1N=C(C=C2NCC2=C(C=CC=C2)OC(F)(F)F)SC2CCNCC2 3-isopropyl-6-(piperidin-4-ylthio)-N-(2-(trifluoromethoxy)benzyl)imidazo[1,2-b]pyridazin-8-amine sulfate